2-(benzyloxy)-1-(cyclopentyloxy)-4-nitrobenzene C(C1=CC=CC=C1)OC1=C(C=CC(=C1)[N+](=O)[O-])OC1CCCC1